C(C)OC(C1=C(N=C(C=C1OC[C@@H](CC1=CC=CC=C1)N)C)OC([2H])([2H])[2H])=O (R)-4-(2-amino-3-phenylpropoxy)-2-(methoxy-d3)-6-methylnicotinic acid ethyl ester